CC(C)CCC(C#CC(CCC(C)C)(O)C)(O)C 2,5,8,11-tetramethyl-dodeca-6-yne-5,8-diol